O[C@@H]1C=C(C([C@H]([C@@H]1O)OCC=1C(O)=CC=CC1C)=O)COC (4R,5R,6S)-4,5-dihydroxyl-6-(6'-methylsalicyloxy)-2-methoxymethyl-2-cyclohexene-1-one